C1CC(=O)O[C@@H]2CC[C@H](CC2)OC1=O trans-1,4-cyclohexanediyl ethylenedicarboxylate